calcium-iron-cobalt [Co].[Fe].[Ca]